3-(2-cyanopropan-2-yl)-N-(4-methyl-3-(4-(4-((tetrahydrofuran-3-yl)methoxy)pyridin-3-yl)-1H-pyrazol-1-yl)phenyl)benzamide C(#N)C(C)(C)C=1C=C(C(=O)NC2=CC(=C(C=C2)C)N2N=CC(=C2)C=2C=NC=CC2OCC2COCC2)C=CC1